Nα-acetylserine C(C)(=O)N[C@@H](CO)C(=O)O